methyl 1-(2-(3-amino-5-methoxyphenoxy)ethyl)cyclopropane-1-carboxylate NC=1C=C(OCCC2(CC2)C(=O)OC)C=C(C1)OC